BrC1=C(C(=C(C=C1)C=1C(=NN(C1)CCOC(F)F)C(F)(F)F)F)F 4-(4-bromo-2,3-difluorophenyl)-1-(2-(difluoromethoxy)ethyl)-3-(trifluoromethyl)-1H-pyrazole